C(C)(C)(C)OC(N(CC=1N=C2N(C=CC=C2)C1C(F)(F)F)C1=CC(=NC=2N1N=CC2C(C)C)Cl)=O (5-chloro-3-isopropylpyrazolo[1,5-a]pyrimidin-7-yl)((3-(trifluoromethyl)imidazo[1,2-a]pyridin-2-yl)methyl)carbamic acid tert-butyl ester